9-([1,1'-biphenyl]-2-yl-d9)-10-bromoanthracene C1(=C(C(=C(C(=C1[2H])[2H])[2H])[2H])C=1C2=CC=CC=C2C(=C2C=CC=CC12)Br)C1=C(C(=C(C(=C1[2H])[2H])[2H])[2H])[2H]